CC1=CC(=NC(=C1)S(=O)(=O)C)NC1=CC(=NC=C1C1=NN2C=NC=CC2=C1)NC(C)=O N-(4-((4-methyl-6-(methylsulfonyl)pyridin-2-yl)amino)-5-(pyrazolo[1,5-c]pyrimidin-2-yl)pyridin-2-yl)acetamide